((3aR,6aS)-5-benzylhexahydropyrrolo[3,4-c]pyrrol-2(1H)-yl)(3,3,5-trimethyl-2,3-dihydro-1H-pyrrolo[3,2-b]pyridin-1-yl)methanone C(C1=CC=CC=C1)N1C[C@@H]2[C@H](C1)CN(C2)C(=O)N2CC(C1=NC(=CC=C12)C)(C)C